2-[4,5-bis(4-methoxy-phenyl)oxazol-2-yl]sulfanyl-N-methyl-propan-amide COC1=CC=C(C=C1)C=1N=C(OC1C1=CC=C(C=C1)OC)SC(C(=O)NC)C